hentriacontaneoic acid C(CCCCCCCCCCCCCCCCCCCCCCCCCCCCCC)(=O)O